NC1=NC=2C=CC(=CC2C2=C1[C@H](OC2)C)C(=O)N(CC2=NC=C(C=C2)C(F)(F)F)CC2(CC2)C (3R)-4-amino-3-methyl-N-((1-methylcyclopropyl)methyl)-N-((5-(trifluoromethyl)-2-pyridinyl)methyl)-1,3-dihydrofuro[3,4-c]quinoline-8-carboxamide